ClC1=CNC2=NC=CC(=C21)OC2=CC(=C(N)C=C2)C 4-((3-CHLORO-1H-PYRROLO[2,3-B]PYRIDIN-4-YL)OXY)-2-METHYLANILINE